COC(C1=C(C(=C(C(=C1)C1=CC(=NC=C1)F)Br)C(C)C)F)=O 4-bromo-2-fluoro-5-(2-fluoropyridin-4-yl)-3-isopropylbenzoic acid methyl ester